N-[3-(benzylsulfonyloxy)phenyl]-N'-[3-(butylsulfonyloxy)phenyl]urea C(C1=CC=CC=C1)S(=O)(=O)OC=1C=C(C=CC1)NC(=O)NC1=CC(=CC=C1)OS(=O)(=O)CCCC